[F].COC1=CC=C(C=C1)C#CCN(C(O)=S)C1=CC=CC=C1 (3-(4-methoxyphenyl)prop-2-yn-1-yl)(phenyl)thiocarbamic acid fluorine